C12CCCC(CC1)N2C=2N=C1N(C(C2C#N)=O)C=C(C=C1[C@@H](C)NC1=C(C(=O)O)C=CC=C1)C 2-(((1R)-1-(2-(8-azabicyclo[3.2.1]octan-8-yl)-3-cyano-7-methyl-4-oxo-4H-pyrido[1,2-a]pyrimidin-9-yl)ethyl)amino)benzoic acid